ClC1=C(N=C2N1C=CC(=C2)C(=O)O)C2=C(C=CC=C2)C=2C(=NC(=CC2)C(F)F)C 3-chloro-2-(2-(6-(difluoromethyl)-2-methylpyridin-3-yl)phenyl)imidazo[1,2-a]pyridine-7-carboxylic acid